Gold-Platinum bismuth [Bi].[Pt].[Au]